N'-acetyl-4-amino-6-chloropyrimidine-5-carbohydrazide C(C)(=O)NNC(=O)C=1C(=NC=NC1Cl)N